ClC1=CC=C2C(=NN(C2=C1)CC1CC1)C(=O)NC1=C(C=NC=C1)F 6-chloro-1-(cyclopropylmethyl)-N-(3-fluoropyridin-4-yl)-1H-indazole-3-carboxamide